O=C(CCCC1=NNC(C2=CC=CC=C12)=O)N1CCN(CC1)C1=NC=C(C=C1)C(F)(F)F 4-(4-oxo-4-(4-(5-(trifluoromethyl)pyridin-2-yl)piperazin-1-yl)butyl)phthalazin-1(2H)-one